2',4',6'-trimethoxy-2,4,5-trimethyl-1,2,3,6-tetrahydro-1,1'-biphenyl COC1=C(C(=CC(=C1)OC)OC)C1C(CC(=C(C1)C)C)C